FC=1C=CC(=NC1)\C=C\C1=C(C(=C(C(=C1)OC)C(C)C)OC)F (E)-5-fluoro-2-(2-fluoro-4-isopropyl-3,5-dimethoxystyryl)pyridine